(1-isopropyl-1H-imidazol-4-yl){(1r,5s,6r)-6-[(1r,5r)-1-methyl-2-oxa-3-azabicyclo[3.1.0]hex-3-en-4-yl]-3-azabicyclo[3.1.0]hex-3-yl}methanone C(C)(C)N1C=NC(=C1)C(=O)N1C[C@H]2C([C@H]2C1)C1=NO[C@@]2(C[C@H]12)C